N-(1-(benzyloxy)-7-fluoro-8-iodoisoquinolin-3-yl)acetamide C(C1=CC=CC=C1)OC1=NC(=CC2=CC=C(C(=C12)I)F)NC(C)=O